ClC=1N=C2C(=C(C=NC2=CC1)NC(=O)NC1CC(CCC1)(F)F)C(C)C N-(6-chloro-4-(propan-2-yl)-1,5-naphthyridin-3-yl)-N'-(3,3-difluorocyclohexyl)urea